[Si](C)(C)(C(C)(C)C)OCC1=CC=C(C=C1)C(C)O 1-(4-(((tert-butyldimethylsilyl)oxy)methyl)phenyl)ethan-1-ol